ethane-1,1-di-sulfonic acid C(C)(S(=O)(=O)O)S(=O)(=O)O